N(=[N+]=[N-])OP(OC1=CC=CC=C1)(OC1=CC=CC=C1)=O Diphenyl azidooxyphosphonate